COC1=CC2=C(N=C(S2)CNC(OC(C)(C)C)=O)C=C1OCC(=O)N1CCN(CC1)C Tert-butyl N-({6-methoxy-5-[2-(4-methylpiperazin-1-yl)-2-oxoethoxy]-1,3-benzothiazol-2-yl}methyl)carbamate